COC1CCC(CC1)OC1=NC2=CC=C(C=C2C=C1)C=O 2-(((1R,4R)-4-methoxycyclohexyl)oxy)quinoline-6-carbaldehyde